O1C(CC1)CN1C=NC2=C1C=C(C=C2)C(=O)O 1-[(oxetan-2-yl)methyl]-1H-1,3-benzodiazole-6-carboxylic acid